1-(4-ethynyl-1-piperidinyl)ethanone C(#C)C1CCN(CC1)C(C)=O